C(C1=CC=CC=C1)O[C@@H]1[C@H]([C@H](C1)O)C (1s,2s,3s)-3-(benzyloxy)-2-methylcyclobutan-1-ol